ClC1=CC(=C(C=C1F)NS(=O)(=O)C1=C(NC2=CC(=CC=C12)OC)F)F N-(4-chloro-2,5-difluorophenyl)-2-fluoro-6-methoxy-1H-indole-3-sulfonamide